BrCCOC=1C=C(C=CC1)C[C@H](C(=O)OC(C)(C)C)[C@@H]1CN(CC1)C(=O)OC(C)(C)C tert-butyl (R)-3-((S)-3-(3-(2-bromoethoxy)phenyl)-1-(tert-butoxy)-1-oxopropane-2-yl)pyrrolidine-1-carboxylate